N-(3-(4-chlorophenyl)-1-methylpyrrolidin-3-yl)-4-(trifluoromethoxy)benzene-sulfonamide ClC1=CC=C(C=C1)C1(CN(CC1)C)NS(=O)(=O)C1=CC=C(C=C1)OC(F)(F)F